FC=1C=CC=C2C=C(NC(C12)=O)C1CN(CC1)C1CCN(CC1)C=1C=CC(=NC1)C(=O)OC methyl 5-(4-(3-(8-fluoro-1-oxo-1,2-dihydroisoquinolin-3-yl)pyrrolidin-1-yl)piperidin-1-yl)picolinate